CSC1=NC(=CC(=N1)N)O 2-methylmercapto-4-amino-6-hydroxypyrimidine